ClC1=C(C=CC(=C1)F)CN1C(=C(C2=CC=CC=C12)CNC1CC1)C(=O)O 1-[(2-chloro-4-fluorophenyl)methyl]-3-[(cyclopropylamino)methyl]-1H-indole-2-carboxylic acid